5-((1,2-Dimethylazetidin-2-yl)methoxy)-2-methyl-N-(1-(naphthalen-1-yl)cyclopropyl)benzamide CN1C(CC1)(C)COC=1C=CC(=C(C(=O)NC2(CC2)C2=CC=CC3=CC=CC=C23)C1)C